2-hydroxy-4-(2,7-diazaspiro[3.5]nonan-7-yl)benzaldehyde OC1=C(C=O)C=CC(=C1)N1CCC2(CNC2)CC1